tert-butyl 6-bromo-5-(8-methoxy-[1,2,4]triazolo[1,5-a]pyridin-6-yl)-2-(1,4-dioxaspiro[4.5]decan-8-yl)-4H-pyrrolo[3,2-d]thiazole-4-carboxylate BrC1=C(N(C2=C1N=C(S2)C2CCC1(OCCO1)CC2)C(=O)OC(C)(C)C)C=2C=C(C=1N(C2)N=CN1)OC